CC1NCCNCCNC1 2-methyl-1,4,7-triaza-cyclononane